C(#N)C1=C(SC=C1)C1=NC=2N(C(=C1)C)N(CC2)C(C(F)(F)F)C2CC2 5-(3-Cyanothiophen-2-yl)-N-(1-cyclopropyl-2,2,2-trifluoroethyl)-7-methylpyrazolo[1,5-a]Pyrimidine